(E)-3-(1-((4-chlorophenyl)sulfonyl)-5-morpholino-1H-indol-3-yl)-1-(pyridin-4-yl)prop-2-en-1-one ClC1=CC=C(C=C1)S(=O)(=O)N1C=C(C2=CC(=CC=C12)N1CCOCC1)/C=C/C(=O)C1=CC=NC=C1